5-amino-N-{2-[3-amino-4-(1,1-difluoro-2-methoxyethyl)pyrrolidin-1-yl]-4-fluoro-5,6,7,8-tetrahydroquinolin-6-yl}-2,4-dimethylthieno[2,3-d]pyrimidine-6-carboxamide NC1=C(SC=2N=C(N=C(C21)C)C)C(=O)NC2CC=1C(=CC(=NC1CC2)N2CC(C(C2)C(COC)(F)F)N)F